CC(C(=[Hf](C1=CC=CC=2C3=CC=CC=C3CC12)C1C=CC=C1)C1=CC=CC=C1)C dimethyl-methyl(phenyl)methylene(cyclopentadienyl)(fluorenyl)hafnium